5-((2R,4S)-2-(2-(2-aminoethoxy)-5-fluoropyridin-3-yl)-4-fluoropyrrolidin-1-yl)pyrazolo[1,5-a]pyrimidin-3-amine 2,2,2-trifluoroacetate FC(C(=O)O)(F)F.NCCOC1=NC=C(C=C1[C@@H]1N(C[C@H](C1)F)C1=NC=2N(C=C1)N=CC2N)F